N-phenyl-4-(8-phenylnaphthalen-2-yl)aniline C1(=CC=CC=C1)NC1=CC=C(C=C1)C1=CC2=C(C=CC=C2C=C1)C1=CC=CC=C1